ClC1=C(C=CC2=C1N(C(=N2)NC(C2=CC(=NC=C2)C)=O)[C@H]2CN(CCCC2)C(=O)OC(C)(C)C)OC2COCC2 (3R)-Tert-butyl 3-(7-chloro-2-(2-methylisonicotinamido)-6-((tetrahydrofuran-3-yl)oxy)-1H-benzo[d]imidazol-yl)azepane-1-carboxylate